BrC1=CC=C(C=C1)NS(=O)(=O)C(C)C (4-bromophenyl)(isopropyl)sulfonamide